C(C1=CC=CC=C1)NC(=O)C=1N=NC(=CC1NCC1CN(CCC1)C(=O)OC(C)(C)C)Cl tert-butyl 3-((3-(benzylcarbamoyl)-6-chloropyridazin-4-ylamino)methyl)piperidine-1-carboxylate